NC1CCN(CC1)C=1C=CC(=C2C(=CNC12)C#N)C 7-(4-aminopiperidin-1-yl)-4-methyl-1H-indole-3-carbonitrile